(3-bromophenyl)(3-chlorophenyl)diphenylsilane BrC=1C=C(C=CC1)[Si](C1=CC=CC=C1)(C1=CC=CC=C1)C1=CC(=CC=C1)Cl